NCC(CCCC)(C)C1(CC(=NC2=CC=CN=C12)N)N 4-(1-amino-2-methylhex-2-yl)-1,5-naphthyridine-2,4-diamine